C1(CC1)N1C(=CC=2N=NC(=CC21)C2=C(C=CC=C2)O)[C@@H]2CNCC2 (S)-2-(5-cyclopropyl-6-(pyrrolidin-3-yl)-5H-pyrrolo[3,2-c]pyridazin-3-yl)phenol